NCC=1C=CC(=C(C(=O)NC(C)C2=CC(=CC(=C2)C=2C=NN(C2)C)C=2SC(=CC2)C#N)C1)C 5-(aminomethyl)-N-(1-(3-(5-cyanothiophen-2-yl)-5-(1-methyl-1H-pyrazol-4-yl)phenyl)ethyl)-2-methylbenzamide